ClC1=CC(=C(C=C1)C1=CC=C(C=C1)C1CN(C1)C(=O)N1CC(C1)(C)O)S(=O)(=O)C [3-[4-(4-Chloro-2-methylsulfonyl-phenyl)phenyl]azetidin-1-yl]-(3-hydroxy-3-methyl-azetidin-1-yl)methanone